CC(CCCC)C(CCCC)CCC 5-methyl-6-propyldecane